8-bromo-7-fluoro-1-(tetrahydro-2H-pyran-4-yl)-1H-imidazo[4,5-c]cinnolin-2(3H)-one BrC1=CC=2C3=C(N=NC2C=C1F)NC(N3C3CCOCC3)=O